1,3,5-triazine-2,4,6-trithiol monosodium [Na].N1=C(N=C(N=C1S)S)S